3-azido-coumarin-7-sulfonyl fluoride N(=[N+]=[N-])C=1C(OC2=CC(=CC=C2C1)S(=O)(=O)F)=O